(R)-4-((S)-2-(2-(4-chlorophenyl)-2-methylpropanamido)-3,3-dimethylbutanamido)-5-isopropoxy-5-oxopentanoic acid ClC1=CC=C(C=C1)C(C(=O)N[C@H](C(=O)N[C@H](CCC(=O)O)C(=O)OC(C)C)C(C)(C)C)(C)C